C(C)(=O)N1CC(C2=C1C=C(C=1N2C(N(N1)C1COC1)=O)CC1=CC=C(C=C1)F)(C)C 6-acetyl-4-(4-fluorobenzyl)-8,8-dimethyl-2-(oxetan-3-yl)-2,6,7,8-tetrahydro-1H-pyrrolo[2,3-e][1,2,4]triazolo[4,3-a]pyridin-1-one